1-cyclohexylsulfamide C1(CCCCC1)NS(=O)(=O)N